N-[(1S)-2-[[(1S)-1-cyano-2-(2-oxoindolin-3-yl)ethyl]amino]-1-(cyclopropylmethyl)-2-oxo-ethyl]-4-methoxy-1H-indole-2-carboxamide C(#N)[C@H](CC1C(NC2=CC=CC=C12)=O)NC([C@H](CC1CC1)NC(=O)C=1NC2=CC=CC(=C2C1)OC)=O